tert-butyl ((1R,3S)-3-hydroxycyclopentyl-3-d)carbamate O[C@@]1(C[C@@H](CC1)NC(OC(C)(C)C)=O)[2H]